(4-(Benzyloxy)-3-methoxyphenyl)ethane-1-amine C(C1=CC=CC=C1)OC1=C(C=C(C=C1)C(C)N)OC